5-(5-(5-methoxythiophen-2-yl)-1-propionyl-4,5-dihydro-1H-pyrazol-3-yl)-4-methylthiophene COC1=CC=C(S1)C1CC(=NN1C(CC)=O)C1=C(C=CS1)C